FC=1C=2N(C=C(C1)C1=CN3C(=NC(=CC3=O)N3CCNC4(CC4)C3)S1)C=C(N2)C 2-(8-fluoro-2-methylimidazo[1,2-a]pyridin-6-yl)-7-(4,7-diazaspiro[2.5]octan-7-yl)-5H-thiazolo[3,2-a]pyrimidin-5-one